ClC=1C(=NC(=NC1)NC1=C(C=C(C(=C1)C)N1CCC(CC1)N1CCN(CC1)C)Cl)NC1=CC=C2CCNC2=C1 5-chloro-N2-(2-chloro-5-methyl-4-(4-(4-methylpiperazin-1-yl)piperidin-1-yl)phenyl)-N4-(indolin-6-yl)pyrimidine-2,4-diamine